3,3,4,4,7-pentafluoro-1-methylene-1,2,3,4-tetrahydro-2aH-cyclopenta[cd]inden-2a-amine FC1(C(C=2C=3C1(CC(C3C(=CC2)F)=C)N)(F)F)F